N,N,N-triethylphenylammonium C(C)[N+](CC)(CC)C1=CC=CC=C1